Cl.C(C1=CC=CC=C1)S(=O)(=O)N1CC(C(CC1)(O)C1=CC(=CC=C1)OC(F)(F)F)CN(C)C 1-(Benzylsulfonyl)-3-((dimethylamino)methyl)-4-(3-(trifluoromethoxy)phenyl)piperidin-4-ol hydrochloride